phosphopantoate P(=O)(=O)O[C@@H](C(=O)[O-])C(C)(C)CO